N-benzhydryl-2-(1-fluorocyclopropyl)-6-methylaniline C(C1=CC=CC=C1)(C1=CC=CC=C1)NC1=C(C=CC=C1C)C1(CC1)F